CC1(C(CCCC1)C=1C=C2OC3=CC=CC(C(NC4=CC=CC(S(NC(N1)=N2)(=O)=O)=C4)=O)=C3)C 5-(2,2-Dimethylcyclohexyl)-9,9-dioxo-2-oxa-9λ6-thia-6,8,15,23-tetrazatetracyclo[15.3.1.13,7.110,14]tricosa-1(20),3,5,7(23),10(22),11,13,17(21),18-nonaen-16-one